FC1=CC=C(C=C1)C=1NC(=CC1CC1COC(OC1)(C)C)C1(CCC1)C(F)(F)F 5-((2-(4-Fluorophenyl)-5-(1-(trifluoromethyl)cyclobutyl)-1H-pyrrol-3-yl)methyl)-2,2-dimethyl-1,3-dioxane